(-)-2-amino-6-propionylamino-4,5,6,7-tetrahydrobenzothiazole NC=1SC2=C(N1)CCC(C2)NC(CC)=O